3-(thiazol-4-yl)-4-((4-(trifluoromethyl)phenyl)amino)benzoic acid S1C=NC(=C1)C=1C=C(C(=O)O)C=CC1NC1=CC=C(C=C1)C(F)(F)F